C1(=CC=CC=C1)[P+](C1=CC(=CC=C1)[N+](=O)[O-])(C1=CC=CC=C1)C1=CC=CC=C1 triphenyl-(m-nitrophenyl)phosphonium